tert-Butyl 6-(4-((6-(cyclopropylmethoxy)pyridin-3-yl)amino)pyrido[3,2-d]pyrimidin-6-yl)-1,6-diazaspiro[3.3]heptane-1-carboxylate C1(CC1)COC1=CC=C(C=N1)NC=1C2=C(N=CN1)C=CC(=N2)N2CC1(CCN1C(=O)OC(C)(C)C)C2